C(CCC)C1=CC=C(C=C1)C1=CC=C(C=C1)C#CC1=CC(=C(C(=C1)F)C#CN=C=S)F 4-Butyl-4'-{2-[3,5-difluoro-4-(2-isothiocyanatoethynyl)phenyl]-ethynyl}-1,1'-biphenyl